C1(=CC=CC=C1)CS(=O)C1=CC(=CN=N1)N1CCN(CC1)C(=O)OC(C)(C)C tert-butyl 4-(6-phenylmethanesulfinylpyridazin-4-yl)piperazine-1-carboxylate